C(C)OC(C(C)(C1=CC=C(C=C1)C1=CC=C(C=C1)C(NC)=O)C)=O 2-methyl-2-(4'-(methylcarbamoyl)-[1,1'-Biphenyl]-4-yl)propionic acid ethyl ester